2-((2-((4-bromophenyl)amino)-5-(trifluoromethyl)pyrimidin-4-yl)amino)-N-methylbenzamide BrC1=CC=C(C=C1)NC1=NC=C(C(=N1)NC1=C(C(=O)NC)C=CC=C1)C(F)(F)F